diethylmethylammonium hydroxide [OH-].C(C)[NH+](C)CC